2-((5-bromo-2-nitro-4-(trifluoromethyl)phenyl)(methyl)amino)ethanol BrC=1C(=CC(=C(C1)N(CCO)C)[N+](=O)[O-])C(F)(F)F